SCC(SCCS)CSCC(SCCS)CS 4,8-bis(mercaptomethyl)-3,6,9-trithiaundecane-1,11-dithiol